4-cyclobutyl-6-methoxy-5-(4,4,5,5-tetramethyl-1,3,2-dioxaborolan-2-yl)pyrimidine C1(CCC1)C1=NC=NC(=C1B1OC(C(O1)(C)C)(C)C)OC